tert-butyl (S)-2-((tert-butoxycarbonyl)amino)-3-(4-(4-carbamothioyloxazol-2-yl)thiazol-2-yl)propanoate C(C)(C)(C)OC(=O)N[C@H](C(=O)OC(C)(C)C)CC=1SC=C(N1)C=1OC=C(N1)C(N)=S